triazine benzalmalonate C(C1=CC=CC=C1)=C(C(=O)O)C(=O)O.N1=NN=CC=C1